5-(2-(dimethylaminoethyl-oxy)ethyl)oxy-6-acetamido-N-carboxypropylisoindoline-1,3-dione CN(C)CCOCCOC=1C=C2C(N(C(C2=CC1NC(C)=O)=O)CCCC(=O)O)=O